C(CCCCCCC)N1C=[N+](C(=C1)C(=O)[O-])CCCCCCCC 1,3-di-n-octylimidazolium-4-carboxylate